N1=CC(=CC=C1)C(N1C[C@@](CC1)(COCC)CCC1=CC=C(C#N)C=C1)C=1C=NC=CC1 |o1:9| (R or S)-4-(2-(1-(di(pyridin-3-yl)methyl)-3-(ethoxymethyl)pyrrolidin-3-yl)ethyl)benzonitrile